N-[2-(4,4-difluoro-1-piperidyl)-6-(7,8-dihydro-5H-1,6-naphthyridin-6-yl)-4-methyl-3-pyridyl]-1-methyl-imidazole-2-carboxamide FC1(CCN(CC1)C1=NC(=CC(=C1NC(=O)C=1N(C=CN1)C)C)N1CC=2C=CC=NC2CC1)F